butyl-1-methylpiperidinium bromide [Br-].C(CCC)[N+]1(CCCCC1)C